3,5-dioxo-2-((2-(trimethylsilyl)ethoxy)methyl)-2,3,4,5-tetrahydro-1,2,4-triazine-6-carbonitrile O=C1N(N=C(C(N1)=O)C#N)COCC[Si](C)(C)C